6,8-dihydroxypyrene-1,3-disulfonic acid disodium salt [Na+].[Na+].OC1=C2C=CC3=C(C=C(C4=CC=C(C(=C1)O)C2=C43)S(=O)(=O)[O-])S(=O)(=O)[O-]